2-(6-methyl-7-(2,2,6,6-tetramethylpiperidin-4-yl)imidazo[1,2-a]pyrimidin-2-yl)-5-(2H-1,2,3-triazol-2-yl)phenol formate C(=O)OC1=C(C=CC(=C1)N1N=CC=N1)C=1N=C2N(C=C(C(=N2)C2CC(NC(C2)(C)C)(C)C)C)C1